2,5-bis(tertiary butyl)-2,5-dimethylhexane C(C)(C)(C)C(C)(CCC(C)(C)C(C)(C)C)C